5-((3-(4-chlorophenyl)-1,2,4-oxadiazol-5-yl)amino)-N'-hydroxypicolinimidamide ClC1=CC=C(C=C1)C1=NOC(=N1)NC=1C=CC(=NC1)C(N)=NO